C1(CC1)COC1=C(C=C(C=C1)S(=O)(=O)CC)C1=CN(C(C2=CC=C(C=C12)F)=O)C 4-[2-(cyclopropylmethoxy)-5-ethylsulfonylphenyl]-6-fluoro-2-methylisoquinolin-1-one